2,2-difluoro-2-(2-fluoro-3-((1R)-1-((2,6,8-trimethyl-7,8-dihydro-6H-[1,4]oxazino[3,2-g]quinazolin-4-yl)amino)ethyl)phenyl)ethan-1-ol FC(CO)(C1=C(C(=CC=C1)[C@@H](C)NC1=NC(=NC2=CC3=C(C=C12)N(CC(O3)C)C)C)F)F